C(C)(C)(C)N(C(O)=O)C1=CC=C(C=C1)CSC=1NC(C(=CN1)C(NC1C2=CC=C(C=C2OC=2C=C(C=CC12)Cl)Cl)=O)=O.NC=1C(=C2NC1C=C1C=CC(=N1)C=C1C=CC(N1)=CC=1C=CC(N1)=C2)C2=CC=CC=C2 Monoaminophenyl-porphyrin tert-butyl(4-(((5-((3,6-dichloro-9H-xanthen-9-yl)carbamoyl)-6-oxo-1,6-dihydropyrimidin-2-yl)thio)methyl)phenyl)carbamate